(R)-1-(2-benzylphenoxy) prop-2-yl-4-methylbenzenesulfonate CC(C)C1=C(C=CC(=C1)C)S(=O)(=O)OOC1=C(C=CC=C1)CC1=CC=CC=C1